C1OCC12NC(COC2)COC2=CC=C(C=C2)C=2C=C(C(NC2C(F)(F)F)=O)C(=O)N 5-(4-((2,8-dioxa-5-azaspiro[3.5]non-6-yl)methoxy)phenyl)-2-oxo-6-(trifluoromethyl)-1,2-dihydropyridine-3-carboxamide